C(C)(C)(C)OC(=O)N[C@@H](C(=O)O)CO (2R)-2-[(tert-butoxycarbonyl)amino]-3-hydroxypropionic acid